2-(3-(4-cyano-3-(trifluoromethyl)phenyl)-5,5-dimethyl-2,4-dioxaimidazolin-1-yl)-N-(naphthalen-1-yl)acetamide C(#N)C1=C(C=C(C=C1)N1ON(C(O1)(C)C)CC(=O)NC1=CC=CC2=CC=CC=C12)C(F)(F)F